C(C)(C)(C)OC(=O)NC1=CC=C2CC(N(C2=C1)C(=O)OC(C)(C)C)=O tert-Butyl 6-(tert-butoxycarbonylamino)-2-oxoindoline-1-carboxylate